(S)-3,5-Dimethyl-benzoic acid N-(1-tert-butyl-butyl)-N'-(6-chloro-pyridine-3-carbonyl)-hydrazide C(C)(C)(C)[C@H](CCC)N(NC(=O)C=1C=NC(=CC1)Cl)C(C1=CC(=CC(=C1)C)C)=O